4-((5-([1,2,4]triazolo[1,5-a]pyridin-7-yl)-7H-pyrrolo[2,3-d]pyrimidin-2-yl)amino)-1-methylcyclohexan-1-ol N=1C=NN2C1C=C(C=C2)C2=CNC=1N=C(N=CC12)NC1CCC(CC1)(O)C